2-propyl-6,7-dihydrooxazolo[5,4-D]pyrrolo[1,2-a]pyrimidin-9(5H)-one C(CC)C=1OC=2N=C3N(C(C2N1)=O)CCC3